C(C(C)C)(=O)OCC1N(CCN(C1)C(CCNC(=O)OCC1[C@H]2CCC#CCC[C@@H]12)=O)CC(=O)O 2-(isobutanoyloxymethyl)-4-(N-(((1R,8S,9s)-bicyclo[6.1.0]non-4-yn-9-yl)methoxycarbonyl)-beta-alanyl)-1-piperazineacetic acid